2,4,6-trimethylbenzoyl-diphenylphosphinate CC1=C(C(=O)C2=C(C=CC=C2)P([O-])(=O)C2=CC=CC=C2)C(=CC(=C1)C)C